2-cyclohexyl-2-(3,3-difluoro-5-methylhexyl)-1,3-dimethoxypropane C1(CCCCC1)C(COC)(COC)CCC(CC(C)C)(F)F